6-aminopyrimidine-2,4(1H,3H)-dione NC1=CC(NC(N1)=O)=O